perfluoro(2,2,3,3-tetramethylbutane) FC(C(C(C(F)(F)F)(C(F)(F)F)C(F)(F)F)(C(F)(F)F)C(F)(F)F)(F)F